The molecule is a pyridinecarboxamide that is nicotinamide substituted by a trifluoromethyl group at position 4 and a cyanomethyl group at the carbamoyl nitrogen atom. It has a role as a xenobiotic, an environmental contaminant and an insecticide. It is a pyridinecarboxamide, a nitrile and an organofluorine compound. It derives from a nicotinamide. C1=CN=CC(=C1C(F)(F)F)C(=O)NCC#N